COC1=NC=C(C=N1)C1CCN(CC1)C1=NOC(=C1)C(C(=O)OC)C(C)C methyl 2-{3-[4-(2-methoxypyrimidin-5-yl)piperidin-1-yl]-1,2-oxazol-5-yl}-3-methylbutanoate